C(C)(C)N1C(=NC=C1)C=O 1-ISOPROPYL-1H-IMIDAZOLE-2-CARBALDEHYDE